4-(2-fluorophenyl)-1-((2-hydroxy-2-methylpropyl)amino)-6-(trifluoromethyl)-3H-pyrido[1,2-c]pyrimidin-3-one FC1=C(C=CC=C1)C1=C2N(C(=NC1=O)NCC(C)(C)O)C=CC(=C2)C(F)(F)F